BrC1=C2CCCN(C2=CC=C1)C(=O)OCC1=CC=CC=C1 benzyl 5-bromo-3,4-dihydro-2H-quinoline-1-carboxylate